CC=1C(=NC(=NC1)NC1CC(CCC1)N)C1=CN=C2N1C=C(C=C2)NC=2C=NC=CC2 N1-(5-Methyl-4-(6-(pyridin-3-ylamino)imidazo[1,2-a]pyridin-3-yl)pyrimidin-2-yl)cyclohexane-1,3-diamine